CC=1N=C(OC1C)N 4,5-dimethyl-1,3-oxazol-2-amine